NN(C=O)N N,N-diaminoformamide